2-(4-(3-bromo-2-chlorostyryl)-2-(2-bromoethoxy)-5-chlorophenyl)-1,3-dioxolane BrC=1C(=C(C=CC2=CC(=C(C=C2Cl)C2OCCO2)OCCBr)C=CC1)Cl